1-ethylpyrazole-5-boronic acid C(C)N1N=CC=C1B(O)O